Cl.ClC=1C=C(C=CC1F)NC(=O)N1CC(C(CC1)(C1=CC(=CC=C1)OC)O)CN(C)C N-(3-chloro-4-fluorophenyl)-3-((dimethylamino)methyl)-4-hydroxy-4-(3-methoxyphenyl)piperidine-1-carboxamide hydrochloride